N[C@H]1[C@@H]2[C@H](N([C@H]1COC1CCC(CC1)C1=CC(=CC=C1)F)C(=O)OC)CCC2 methyl (2R,3S,3aR,6aR)-3-amino-2-((((1s,4S)-4-(3-fluorophenyl)cyclohexyl)oxy)-methyl)hexahydrocyclopenta[b]pyrrole-1(2H)-carboxylate